CC([O-])C.C[Al+]C dimethylaluminum iso-propoxide